CC1(CC(CO1)CN)C (5,5-Dimethyltetrahydrofuran-3-yl)methylamine